C(C)[C@]1(C(OCC=2C(N3CC4=C(C(C=5C=6N4CCNC6C=C(C5)F)=O)C3=CC21)=O)=O)O (S)-9-ethyl-5-fluoro-9-hydroxy-2,3,12,15-tetrahydro-1H,7H,13H-pyrano[3'',4'':6',7']indolizino[1',2':5,6]pyrido[1,2,3-de]quinoxaline-7,10,13(9H)-trione